2-piperazin-1-ylacetic acid N1(CCNCC1)CC(=O)O